3-methyl-4(3H)-quinazolinone CN1C=NC2=CC=CC=C2C1=O